di-((dimethylamino)methylferrocenylmethyl)-6-aminohexanol CN(C)CC([C-]1C=CC=C1)C(CCCCCN)(O)C(CN(C)C)[C-]1C=CC=C1.[CH-]1C=CC=C1.[Fe+2].[CH-]1C=CC=C1.[Fe+2]